methyl 2-((4-(3-ethoxyphenyl)-5-isobutylthiazol-2-yl)amino)-6-(thiophen-2-yl)nicotinate C(C)OC=1C=C(C=CC1)C=1N=C(SC1CC(C)C)NC1=C(C(=O)OC)C=CC(=N1)C=1SC=CC1